9-fluorenylmethyl-1-benzotriazolyl carbonate C(ON1N=NC2=C1C=CC=C2CC2C1=CC=CC=C1C=1C=CC=CC21)([O-])=O